C1(=CC=CC=C1)C#C[Si](C)(C)C 1-phenyl-2-(trimethylsilyl)acetylene